BrC(COCCOCCOCCO)(N=[N+]=[N-])O bromoazidotetraethylene glycol